C(C)NC(NCC1=CC=CC=2NC(=NC21)NC(CO)(C)C2=CC(=CC=C2)C(F)(F)F)=O 3-ethyl-1-{[2-({1-hydroxy-2-[3-(trifluoromethyl)phenyl]propan-2-yl}amino)-1H-1,3-benzodiazol-4-yl]methyl}urea